OC(C(=O)OCC1CO1)C glycidyl 2-hydroxy-propionate